FC1(CN(C1)C(=O)[C@@H](C(C)C)NC(=O)C1=NOC(=C1C1=CC=C(C=C1)CN1CCOCC1)C1=C(C=C(C(=C1)C(C)C)OCC1=CC=CC=C1)OCC1=CC=CC=C1)F [(1R)-1-[(3,3-difluoro-1-azetidinyl)carbonyl]-2-methylpropyl]-5-[5-(1-methylethyl)-2,4-bis(phenylmethoxy)phenyl]-4-[4-(4-morpholinylmethyl)phenyl]-3-isoxazolecarboxamide